ClC1=NN(C2=CC=CC=C12)C(C)C Chloro-1-isopropyl-1H-indazole